6-((2-(dimethylamino)ethyl)(methyl)amino)phthalazin-1(2H)-one CN(CCN(C=1C=C2C=NNC(C2=CC1)=O)C)C